C(CCCCCCCCCC=CCCCCCCCC)(=O)OCCCCCCCCCCCCCCCCCCCC eicosyl eicosa-11-enoate